(3R,5R)-1-methyl-5-(5-(piperidin-1-ylmethyl)-5,6-dihydro-1,4,2-dioxazin-3-yl)piperidin-3-ol CN1C[C@@H](C[C@H](C1)C1=NOCC(O1)CN1CCCCC1)O